(2s,4s)-4-(((benzyloxy)carbonyl)amino)-1-(tert-butoxycarbonyl)pyrrolidine-2-carboxylic acid C(C1=CC=CC=C1)OC(=O)N[C@H]1C[C@H](N(C1)C(=O)OC(C)(C)C)C(=O)O